C(C)N1C[C@@H](CCC1)N1C(NC2=C1C=C(C(=C2)C=2C=C(C=1N(C2)N=CN1)OC)C)=O (R)-1-(1-Ethylpiperidin-3-yl)-5-(8-methoxy-[1,2,4]triazolo[1,5-a]pyridin-6-yl)-6-methyl-1,3-dihydro-2H-benzo[d]imidazol-2-on